Cl.N1C[C@@H](CC1)NS(=O)(=O)C N-[(3R)-pyrrolidin-3-yl]methanesulfonamide hydrochloride